C(C1=CC=CC=C1)OC=1C(=NC=NC1N(C)C)C(=O)OC methyl 5-(benzyloxy)-6-(dimethylamino)pyrimidine-4-carboxylate